ClC=1C=C(C=CC1)[C@](CN)(C)OC (S)-2-(3-chlorophenyl)-2-methoxypropan-1-amine